NCCC[SiH2]OCC γ-aminopropylethoxysilane